O=C1NC(CCC1C=1C=C(CN2CCN(CC2)CC2=CC3=C(N(C(=N3)NC(C3=CC(=CC=C3)C(F)(F)F)=O)C3CCC(CC3)CO)C=C2)C=CC1)=O N-(5-((4-(3-(2,6-dioxopiperidin-3-yl)benzyl)piperazin-1-yl)methyl)-1-((1s,4s)-4-(hydroxymethyl)cyclohexyl)-1H-benzo[d]imidazol-2-yl)-3-(trifluoromethyl)benzamide